C[N+](C)(CCO)CC[18F] 18F-fluoroethylcholine